COC1=CC(=C(C=N1)OCCN(C(OC(C)(C)C)=O)C)C=1C=C2C(=CN1)NN=C2 tertbutyl N-[2-[[6-methoxy-4-(1H-pyrazolo[3,4-c]pyridin-5-yl)-3-pyridyl]oxy]ethyl]-N-methyl-carbamate